[Na+].C1(=CC=CC=C1)CCCC(=O)[O-] 4-phenyl-butyric acid sodium salt